Bis((6-bromopyridin-2-yl)methyl)naphthalene-1,5-diamine BrC1=CC=CC(=N1)CC=1C(=C(C=2C=CC=C(C2C1)N)N)CC1=NC(=CC=C1)Br